C1(=CC=CC=C1)C1CCC2=C(C=C(S2)C(=O)O)C1 5-phenyl-4,5,6,7-tetrahydrobenzothiophene-2-carboxylic acid